(R)-2-(N-[4-amino-5-[6-(trifluoromethyl)pyridine-3-carbonyl]thiazol-2-yl]-3,4-difluoro-anilino)propanamide NC=1N=C(SC1C(=O)C=1C=NC(=CC1)C(F)(F)F)N(C1=CC(=C(C=C1)F)F)[C@@H](C(=O)N)C